C(=O)(O)CSCC[Si](C)(C)C 2-(carboxymethylthio)ethyl-trimethyl-silane